ClC=1C=C2C=C(NC2=CC1)CNC(N(C1CN(CCC1)C(CN1N=NN=C1)=O)C)=O 3-[(5-chloro-1H-indol-2-yl)methyl]-1-methyl-1-{1-[2-(1H-1,2,3,4-tetrazol-1-yl)acetyl]piperidin-3-yl}urea